N-((1r,4r)-4-((5-(1-(2,2-difluoroethyl)-2-methyl-1H-imidazo[4,5-b]pyrazin-6-yl)-7H-pyrrolo[2,3-d]pyrimidin-2-yl)amino)cyclohexyl)acetamide FC(CN1C(=NC=2C1=NC(=CN2)C2=CNC=1N=C(N=CC12)NC1CCC(CC1)NC(C)=O)C)F